L-alpha-methyl-leucine C[C@](N)(CC(C)C)C(=O)O